OC1CC(C)(C)C(=C(C1)C)\C=C\C(\C)=C\C=C\C(\C)=C\C=C\C=C(/C)\C=C\C=C(/C)\C=C\C1C(C)=CC(CC1(C)C)O 3,3'-dihydroxy-alpha-carotene